O1N=C(N=C1)N1CC2(C1)OCCC2 2-(1,2,4-oxadiazol-3-yl)-5-oxa-2-azaspiro[3.4]octane